O=C1OC2=CC(=CC=C2C2=C1C=CC=C2)NC(OC)=O Methyl (6-oxo-6H-benzo[c]chromen-3-yl)carbamate